C(C1=CC=CC=C1)OC1=NC(=CC=C1C1=NN(C2=CC(=CC=C12)CC1CCN(CC1)C(=O)OC(C)(C)C)C)OCC1=CC=CC=C1 Tert-butyl 4-[[3-(2,6-dibenzyloxy-3-pyridyl)-1-methyl-indazol-6-yl]methyl]piperidine-1-carboxylate